C1(CCC1)COC(N[C@H]1CN(CCC1)C1=NC=C(C=C1)C(C)NC(=O)C=1N=C2N(C(C1)=O)C=CC=C2)=O (cyclobutylmethyl)-N-[(3R)-1-[5-[1-[(4-oxopyrido[1,2-a]pyrimidine-2-carbonyl)amino]ethyl]-2-pyridyl]-3-piperidyl]carbamate